ClC=1C=CC=2C(=C3N(C2C1C=1C(=NN(C1C)COCC[Si](C)(C)C)C)C(CNC3=O)C)CCCOC3=CC(=C(C(=C3)C)Cl)C 7-chloro-10-(3-(4-chloro-3,5-dimethylphenoxy)propyl)-6-(3,5-dimethyl-1-((2-(trimethylsilyl)ethoxy)methyl)-1H-pyrazol-4-yl)-4-methyl-1-oxo-3,4-dihydropyrazino[1,2-a]indol